(S)-N-(7-(3,3-Dimethyl-4-morpholinobut-1-yn-1-yl)-5-methyl-4-oxo-2,3,4,5-tetrahydrobenzo[b][1,4]oxazepin-3-yl)-4-phenoxypicolinamid CC(C#CC1=CC2=C(OC[C@@H](C(N2C)=O)NC(C2=NC=CC(=C2)OC2=CC=CC=C2)=O)C=C1)(CN1CCOCC1)C